2-(1-Benzothiophen-3-yl)-8-ethyl-5-[(1S)-1-phenylpropoxy]quinoline S1C=C(C2=C1C=CC=C2)C2=NC1=C(C=CC(=C1C=C2)O[C@@H](CC)C2=CC=CC=C2)CC